OC[C@H](C)N1C(N=CC=C1C1=CC=C(C=C1)OC(F)(F)F)C=1SC=CC1C N-[(2S)-1-Hydroxypropan-2-yl]-2-(3-methylthiophen-2-yl)-6-[4-(trifluoromethoxy)phenyl]pyrimidin